ClC1=C(C=NNC(N)=N)C(=CC(=C1)F)Cl 2-(2,6-dichloro-4-fluorobenzylidene)hydrazine-carboximidamide